S1(NC=CC=C1)(=O)=O thiazine-dioxide